C1(=CC=C(C=C1)C(C)C1=C(C=CC(=C1)N)NC1=CC=CC=C1)C(C)C1=C(C=CC(=C1)N)NC1=CC=CC=C1 N'-(1,4-phenylenebis(ethane-1,1-diyl))bis(N-phenylbenzene-1,4-diamine)